6-(1H-indol-6-yl)-N-(3-methoxy-4-(4-(oxetan-3-yl)piperazin-1-yl)phenyl)-[1,2,4]triazolo[1,5-a]pyrazin-8-amine N1C=CC2=CC=C(C=C12)C=1N=C(C=2N(C1)N=CN2)NC2=CC(=C(C=C2)N2CCN(CC2)C2COC2)OC